2-[[3-(2-Fluoro-4-pyridinyl)-5-isopropoxy-indazol-1-yl]methoxy]ethyl-trimethyl-silane FC1=NC=CC(=C1)C1=NN(C2=CC=C(C=C12)OC(C)C)COCC[Si](C)(C)C